5-(5-(3,5-dichlorophenyl)-5-(trifluoromethyl)-4,5-dihydroisoxazol-3-yl)-3-methyl-N-(2-(methylthio)ethyl)-5,6-dihydro-4H-thieno[2,3-c]pyrrole-2-carboxamide ClC=1C=C(C=C(C1)Cl)C1(CC(=NO1)N1CC2=C(C1)C(=C(S2)C(=O)NCCSC)C)C(F)(F)F